C1(CC1)NC(C1=C(C=C(C=C1OC)C1=CN=C2N1C=CC(=C2)C2NCCC2)OC(F)F)=O N-cyclopropyl-2-(difluoromethoxy)-6-methoxy-4-(7-pyrrolidin-2-yl-imidazo[1,2-a]pyridin-3-yl)benzamide